5-(((1r,3r,5R,7S)-adamantan-2-ylidene)(methoxy)methyl)-2-((E)-styryl)phenol C12C(C3CC(CC(C1)C3)C2)=C(C=2C=CC(=C(C2)O)\C=C\C2=CC=CC=C2)OC